CNN(CC(O)(C)CCC)NC N,N-dimethylaminopropylmethylethanolamine